4-(5-(3,5-dichlorophenyl)-5-(trifluoromethyl)-4,5-dihydroisoxazol-3-yl)-2-methylbenzoyl chloride ClC=1C=C(C=C(C1)Cl)C1(CC(=NO1)C1=CC(=C(C(=O)Cl)C=C1)C)C(F)(F)F